C(#N)CC(C=1N(N=NC1)CC(F)(F)F)N1N=CC(=C1)NC(=O)[C@H](C(C1CC1)C1CC1)NC(=O)C=1N(N=CC1)C(C)C N-[(1S)-1-[[1-[2-cyano-1-[3-(2,2,2-trifluoroethyl)triazol-4-yl]ethyl]pyrazol-4-yl]carbamoyl]-2,2-dicyclopropyl-ethyl]-2-isopropyl-pyrazole-3-carboxamide